C(C)(C)(C)OC(=O)N1CC2(C1)C[C@@H](CC2)N2CCC(CC2)C2=C(C=C(C=C2)F)O (R)-6-(4-(4-fluoro-2-hydroxyphenyl)piperidin-1-yl)-2-azaspiro[3.4]octane-2-carboxylic acid tert-butyl ester